1-(decan-2-yl) 17-(heptadecan-9-yl) 9-((2-oxaspiro[3.3]heptan-6-yl)amino)heptadecanedioate C1OCC12CC(C2)NC(CCCCCCCC(=O)OC(C)CCCCCCCC)CCCCCCCC(=O)OC(CCCCCCCC)CCCCCCCC